The molecule is a fatty acid ester obtained by the formal condensation of hydroxy group of benzyl alcohol with the carboxy group of 3-hydroxy-2-methylbutanoic acid. It is a benzyl ester and a fatty acid ester. It derives from a 3-hydroxy-2-methylbutanoic acid. CC(C(C)O)C(=O)OCC1=CC=CC=C1